3-(3-(2-(1-methoxyethyl)-5-methylphenyl)-4-oxothiazolidin-2-ylidene)urea COC(C)C1=C(C=C(C=C1)C)N1C(SCC1=O)=NC(N)=O